C[N+]1(CC2(CC2)C[C@H]1C(=O)O)C (6S)-5,5-dimethyl-5-azoniaspiro[2.4]heptane-6-carboxylic acid